Methyl (R)-3-((tert-butoxycarbonyl)(3-methoxy-3-oxopropyl)amino)butanoate C(C)(C)(C)OC(=O)N([C@@H](CC(=O)OC)C)CCC(=O)OC